6-chloro-1-(4-methoxybenzyl)-3-methyl-1H-pyrazolo[3,4-d]pyrimidine ClC1=NC=C2C(=N1)N(N=C2C)CC2=CC=C(C=C2)OC